(3R,4R)-1-[4-({8-[(2R,3S)-3-(methanesulfonyl-methyl)-2-methylazetidin-1-yl]-5-(propan-2-yl)isoquinolin-3-yl}amino)pyrimidin-2-yl]-3-methoxy-piperidin-4-ol CS(=O)(=O)C[C@@H]1[C@H](N(C1)C=1C=CC(=C2C=C(N=CC12)NC1=NC(=NC=C1)N1C[C@H]([C@@H](CC1)O)OC)C(C)C)C